(2-(4-((3-methyl-4-((1-methyl-1H-benzoimidazol-5-yl)oxy)phenyl)amino)pyrimidin-5-yl)oxazol-4-yl)ethanol CC=1C=C(C=CC1OC1=CC2=C(N(C=N2)C)C=C1)NC1=NC=NC=C1C=1OC=C(N1)C(C)O